6-[4-[acetyl-(cyclopropylmethyl)amino]-3-chloro-phenyl]-N-(1H-pyrazolo[3,4-b]pyridin-5-yl)pyridine-3-carboxamide C(C)(=O)N(C1=C(C=C(C=C1)C1=CC=C(C=N1)C(=O)NC=1C=C2C(=NC1)NN=C2)Cl)CC2CC2